4-(benzylamino)-2-oxobicyclo[2.2.2]Octane-1-carbonyl chloride C(C1=CC=CC=C1)NC12CC(C(CC1)(CC2)C(=O)Cl)=O